tert-Butyl ((1R,4R)-4-((6'-chloro-5-(morpholinomethyl)-[2,3'-bipyridin]-4'-yl)amino)cyclohexyl)carbamate ClC1=CC(=C(C=N1)C1=NC=C(C=C1)CN1CCOCC1)NC1CCC(CC1)NC(OC(C)(C)C)=O